ClC=1C=C(C=CC1)C(CCC)C1=CSC(=C1)C1OCCO1 1-(3-chlorophenyl)-1-[5-(1,3-dioxolan-2-yl)-3-thienyl]butane